6-chloro-N-(5-chloro-3-fluoropyridin-2-yl)-1H-indole-3-sulfonamide ClC1=CC=C2C(=CNC2=C1)S(=O)(=O)NC1=NC=C(C=C1F)Cl